FC=1C=C(C=NC1OCC1(CCOCC1)F)S(=O)(=O)C=1C(=C(C(=O)N)C=CC1)OC=1C=C2C(=NC1)NC=C2 {5-fluoro-6-[(4-fluorotetrahydro-2H-pyran-4-yl)methoxy]pyridin-3-ylsulfonyl}-2-(1H-pyrrolo[2,3-b]pyridin-5-yloxy)benzamide